2,5-dioxopyrrolidin-1-yl 2-(4-(difluoromethyl)phenyl)acetate FC(C1=CC=C(C=C1)CC(=O)ON1C(CCC1=O)=O)F